C(C)(C)(C)OC(C1=C(C=CC=C1)OCCCCBr)=O 2-(4-Bromobutoxy)benzoic acid tert-butyl ester